2-(2,6-dioxopiperidin-3-yl)-5-(3-((1-(2-(4-(1,2-diphenylbut-1-en-1-yl)phenoxy)ethyl)piperidin-4-yl)methyl)-3,6-diazabicyclo[3.1.1]heptane-6-yl)-6-fluoroisoindoline O=C1NC(CCC1N1CC2=CC(=C(C=C2C1)N1C2CN(CC1C2)CC2CCN(CC2)CCOC2=CC=C(C=C2)C(=C(CC)C2=CC=CC=C2)C2=CC=CC=C2)F)=O